(S)-N-(1-cyclohexyl-2-((4-(3,5-dimethyl-1H-pyrazol-4-yl)phenyl)amino)-2-oxoethyl)-1-(3-methylbut-2-en-1-yl)-1H-pyrazole-5-carboxamide C1(CCCCC1)[C@@H](C(=O)NC1=CC=C(C=C1)C=1C(=NNC1C)C)NC(=O)C1=CC=NN1CC=C(C)C